2-((4-(2,7-diazaspiro[3.5]nonan-2-yl)pyrimidin-5-yl)oxy)-5-chloro-N-ethyl-N-isopropylbenzamide C1N(CC12CCNCC2)C2=NC=NC=C2OC2=C(C(=O)N(C(C)C)CC)C=C(C=C2)Cl